tert-butyl (5-acrylamido-4-((2-(dimethylamino)ethyl)(methyl)-amino)-2-methoxyphenyl)carbamate C(C=C)(=O)NC=1C(=CC(=C(C1)NC(OC(C)(C)C)=O)OC)N(C)CCN(C)C